4-((4-Chloropyridin-2-yl)ethynyl)-5-methyl-1-(6-methylpyridin-3-yl)-1H-imidazole-2-carboxamide ClC1=CC(=NC=C1)C#CC=1N=C(N(C1C)C=1C=NC(=CC1)C)C(=O)N